syn-dimethylsilanediyl[2-methyl-4,8-di(3,5-dimethylphenyl)-1,5,6,7-tetrahydro-s-indacen-1-yl][2-methyl-4-(3,5-dimethylphenyl)-5-methoxy-6-tert-butylinden-1-yl]zirconium dichloride [Cl-].[Cl-].C[Si](=[Zr+2](C1C(=CC2=C(C(=C(C=C12)C(C)(C)C)OC)C1=CC(=CC(=C1)C)C)C)C1C(=CC2=C(C=3CCCC3C(=C12)C1=CC(=CC(=C1)C)C)C1=CC(=CC(=C1)C)C)C)C